COC1=C(C=C(C(=C1)C=C)OC)OC 1,2,4-trimethoxy-5-vinylbenzene